2-(4-(2-(8-chloro-7-methyl-[1,2,4]triazolo[4,3-a]pyridin-6-yl)-3-isopropyl-1H-indol-5-yl)piperidin-1-yl)-N,N-dimethylacetamide ClC=1C=2N(C=C(C1C)C=1NC3=CC=C(C=C3C1C(C)C)C1CCN(CC1)CC(=O)N(C)C)C=NN2